C(C)(C)(C)OC(CCOCCCC=1C=C2C(N(C(C2=CC1)=O)C1C(NC(CC1)=O)=O)=O)=O 3-{3-[2-(2,6-Dioxopiperidin-3-yl)-1,3-dioxoisoindol-5-yl]propoxy}propanoic acid tert-butyl ester